R-theanine N[C@H](CCC(=O)NCC)C(=O)O